CC1(CC2(CCCN2C1)COC1=NC2=C(C(=C(C=C2C(=N1)N1CCNCC1)C(F)(F)F)C1=CC=C(C2=C1N=C(S2)N)F)F)C 4-(2-((2,2-dimethyltetrahydro-1H-pyrrolizin-7a(5H)-yl)methoxy)-8-fluoro-4-(piperazin-1-yl)-6-(trifluoromethyl)quinazolin-7-yl)-7-fluorobenzo[d]thiazol-2-amine